N-(nonafluorobutanesulfonyloxy)bicyclo[2.2.1]hept-5-ene-2,3-dicarboximide FC(C(C(S(=O)(=O)ON1C(=O)C2C3C=CC(C2C1=O)C3)(F)F)(F)F)(C(F)(F)F)F